O1CCOC12CCC(CC2)CCO 2-(1,4-dioxaspiro[4.5]dec-8-yl)ethan-1-ol